C(CC)C1=CC(OC2=C(C(=CC=C12)O)C)=O 4-Propyl-8-methyl-7-hydroxycoumarin